C(C)(C)(C)OC(=O)NC(C(=O)O)CC1=CC(=CC=C1)S(=O)(=O)C 2-((tert-butoxycarbonyl)amino)-3-(3-(methylsulfonyl)phenyl)propionic acid